(4S)-N-((R and S)-(4-chlorophenyl)((R and S)-2,2-dimethyl-1-(2,2,2-trifluoroethyl)piperidin-4-yl)methyl)-2-oxoimidazolidine-4-carboxamide ClC1=CC=C(C=C1)[C@H](NC(=O)[C@H]1NC(NC1)=O)[C@H]1CC(N(CC1)CC(F)(F)F)(C)C |&1:7,17|